C1(=CC=CC2=CC=CC=C12)CNCCCNCCCCNCCCNCC1=C(C=CC=C1)O 2-(16-(naphthalen-1-yl)-2,6,11,15-tetraazahexadecyl)phenol